CC=1N=CN(C1)C=1C=C(C=C(C1)C(F)(F)F)NC(=O)C1=CC=C2CCN(C2=C1)CC1=CC(=NC=C1)C(NC)=O N-(3-(4-methyl-1H-imidazol-1-yl)-5-(trifluoromethyl)phenyl)-1-((2-(methylcarbamoyl)pyridin-4-yl)methyl)indoline-6-carboxamide